CC1=CC=C(C=C1)S(=O)(=O)F 2-methyl-5-benzenesulfonyl fluoride